(E)-2-(2-fluoro-4-(trifluoromethyl)styryl)-5-methyl-oxazole-4-carboxylic acid ethyl ester C(C)OC(=O)C=1N=C(OC1C)\C=C\C1=C(C=C(C=C1)C(F)(F)F)F